tert-butyl N-[4-carbamoyl-5-[4-[2-[[3-(2,2-dimethylcyclopropyl)isoxazol-5-yl]amino]-2-oxoethyl]phenyl]-2-isopropyl-pyrazol-3-yl]carbamate C(N)(=O)C1=C(N(N=C1C1=CC=C(C=C1)CC(=O)NC1=CC(=NO1)C1C(C1)(C)C)C(C)C)NC(OC(C)(C)C)=O